NCCCNCC=1C=C(C(=O)NC2=CC=C(C=C2)S(=O)(=O)N2CCN(CC2)C2=NC(=CC(=C2)C(=O)OC)Cl)C=CC1 Methyl 2-[4-[4-[[3-[(3-aminopropylamino)methyl]benzoyl]amino]phenyl]sulfonylpiperazin-1-yl]-6-chloro-pyridine-4-carboxylate